ClC1=CC(=C(C=C1)C1=NOC(=C1C1=NC=CC=C1CO)C1=C(C=C(C=C1)F)F)F (αS)-[3-(4-chloro-2-fluorophenyl)5-(2,4-difluorophenyl)-4-isoxazolyl]-3-pyridinemethanol